N-acryloyl-4,4-dimethylhexamethyleneimine C(C=C)(=O)N1CCC(CCC1)(C)C